5,8-diacetyloxy-2,3-dichloro-1,4-naphthoquinone C(C)(=O)OC1=C2C(C(=C(C(C2=C(C=C1)OC(C)=O)=O)Cl)Cl)=O